2,8-dimethylpyrido[3,2-g]quinoline-3,7-dicarboxylic acid CC1=NC2=CC3=C(C=C2C=C1C(=O)O)C=C(C(=N3)C)C(=O)O